4-(1-(Dimethylamino)ethyl)-N'-(1,2,3,5,6,7-hexahydro-s-indacen-4-ylcarbamoyl)benzenesulfonimidamide CN(C(C)C1=CC=C(C=C1)S(=O)(N)=NC(NC1=C2CCCC2=CC=2CCCC12)=O)C